Cl.CC1([C@@H](CC2=CC=CC=C12)N)C (R)-1,1-Dimethyl-2,3-dihydro-1H-inden-2-amine hydrochloride